C1=CC(=C(C=C1[N+](=O)[O-])[O-])N=NC2=C(C3=C(C=CC(=C3C=C2S(=O)(=O)[O-])S(=O)(=O)[O-])N)[O-].C1=CC(=C(C=C1[N+](=O)[O-])[O-])N=NC2=C(C3=C(C=CC(=C3C=C2S(=O)(=O)[O-])S(=O)(=O)[O-])N)[O-].[Na+].[Na+].[Na+].[Na+].[Na+].[Cr+3] pentasodium